methyl-3-(5-bromo-1-oxoisoindolin-2-yl)piperidine-2,6-dione CN1C(C(CCC1=O)N1C(C2=CC=C(C=C2C1)Br)=O)=O